5-(5-((1-(2-(4-(4-chloro-1,2-diphenylbut-1-en-1-yl)phenoxy)ethyl)piperidin-4-yl)methyl)-2,5-diazabicyclo[2.2.1]heptan-2-yl)-2-(2,6-dioxopiperidin-3-yl)-6-fluoroisoindoline-1,3-dione ClCCC(=C(C1=CC=CC=C1)C1=CC=C(OCCN2CCC(CC2)CN2C3CN(C(C2)C3)C=3C=C2C(N(C(C2=CC3F)=O)C3C(NC(CC3)=O)=O)=O)C=C1)C1=CC=CC=C1